6-[(1S,4S)-2,5-Diazabicyclo[2.2.1]heptan-2-yl]-N-[2-(3-methanesulfonylphenyl)-[1,3]thiazolo[5,4-c]pyridin-6-yl]pyridin-2-amine [C@@H]12N(C[C@@H](NC1)C2)C2=CC=CC(=N2)NC2=CC1=C(C=N2)SC(=N1)C1=CC(=CC=C1)S(=O)(=O)C